ClC=1C=C2N(C(C=3N(C2=CC1)C=CN3)=O)C=3C(=NC=CC3)C 7-Chloro-5-(2-methylpyridin-3-yl)imidazo[1,2-a]quinoxalin-4(5H)-one